N=1N(N=CC1)C1=C(C=C(C=N1)NC(=O)C1=C(C=C(C=C1)C1=C(C=CC=C1)O)F)C(F)(F)F N-(6-(2H-1,2,3-triazol-2-yl)-5-(trifluoromethyl)pyridin-3-yl)-3-fluoro-2'-hydroxy-[1,1'-biphenyl]-4-carboxamide